((S)-4-(5-(5-fluoro-2-methoxypyridin-4-yl)-1H-pyrazole-3-carbonyl)-4-azaspiro[2.5]octan-7-yl)-4-hydroxy-4-(trifluoromethyl)cyclohexane-1-carboxamide FC=1C(=CC(=NC1)OC)C1=CC(=NN1)C(=O)N1C2(CC2)C[C@H](CC1)C1(CCC(CC1)(C(F)(F)F)O)C(=O)N